FC1=CC(=C(OC=2C(=NC=NC2)N2CC3(CCN(C3)CC3=CC4=C(N(C(N4)=O)CCOC)C=C3)CC2)C=C1)C=1C(=NC=NC1)C(C)C 5-((7-(5-(4-fluoro-2-(4-isopropylpyrimidin-5-yl)phenoxy)pyrimidin-4-yl)-2,7-diazaspiro[4.4]nonan-2-yl)methyl)-1-(2-methoxyethyl)-1,3-dihydro-2H-benzo[d]imidazol-2-one